[Si](C1=CC=CC=C1)(C1=CC=CC=C1)(C(C)(C)C)OC[C@@H]1[C@H]([C@@H]([C@H]([C@H](OCCCNC(=O)OCC2=CC=CC=C2)O1)N1C(C=2C(C1=O)=CC=CC2)=O)O)O 3-benzyloxycarbonylamino-1-propyl 6-O-tert-butyldiphenylsilyl-2-deoxy-2-phthalimido-β-D-glucopyranoside